(R)-4-(4-bromophenyl)-5-methylmorpholin-3-one BrC1=CC=C(C=C1)N1C(COC[C@H]1C)=O